[3-[6-(4-Isopropyl-N-methyl-anilino)-3-pyridyl]azetidin-1-yl]-[(3S)-3-(1H-triazol-5-yl)pyrrolidin-1-yl]methanone C(C)(C)C1=CC=C(N(C)C2=CC=C(C=N2)C2CN(C2)C(=O)N2C[C@H](CC2)C2=CN=NN2)C=C1